4,6-dichloro-5-(2-ethoxyphenyl)-2-(4-(ethylsulfonyl)benzyl)-1H-benzo[d]imidazole ClC1=C(C(=CC=2NC(=NC21)CC2=CC=C(C=C2)S(=O)(=O)CC)Cl)C2=C(C=CC=C2)OCC